C(=C)S(=O)(=O)NN1CCNCC1 4-vinylsulfonamidopiperazine